C1(=CC=CC=C1)C#CC1=CC=2C(C3=CC(=CC=C3C2C=C1)C#CC1=CC=CC=C1)CO 2,7-bis(phenylethynyl)-9-fluorenylmethanol